1-(2-bromo-phenyl)cyclopropanecarboxylic acid BrC1=C(C=CC=C1)C1(CC1)C(=O)O